calcium diethylenetriamine penta-methylene phosphonate P1(OCCCCCO1)=O.NCCNCCN.[Ca]